N-(4-(4-amino-5-(4-((S)-2-cyanopyrrolidine-1-carbonyl)phenyl)-7-methyl-7H-pyrrolo[2,3-d]pyrimidin-6-yl)-3-fluorophenyl)methacrylamide NC=1C2=C(N=CN1)N(C(=C2C2=CC=C(C=C2)C(=O)N2[C@@H](CCC2)C#N)C2=C(C=C(C=C2)NC(C(=C)C)=O)F)C